2-[2-(allyloxy)-3-tert-butyl-5-methylphenyl]-4,4,5,5-tetramethyl-1,3,2-dioxaborolane C(C=C)OC1=C(C=C(C=C1C(C)(C)C)C)B1OC(C(O1)(C)C)(C)C